FC1=CC=C2C(=C(NC2=C1)C(N(C(C)C)CC=1OC=CC1)=O)C1=CC=C(C(=N1)C)NC(OC(C)(C)C)=O tert-butyl N-(6-[6-fluoro-2-[(furan-2-ylmethyl)(isopropyl)carbamoyl]-1H-indol-3-yl]-2-methylpyridin-3-yl)carbamate